C(C1=CC=CC=C1)N1CCC(CC1)CCNC(=O)N1CCN(CC1)C1=C(C=C(C=C1)Cl)C#N N-[2-(1-benzylpiperidin-4-yl)ethyl]-4-(4-chloro-2-cyanophenyl)piperazine-1-carboxamide